NC(C(=O)NCCN(CC(=O)N1CCN(CC1)C)C)(C)C 2-amino-2-methyl-N-(2-(methyl-(2-(4-methylpiperazin-1-yl)-2-oxoethyl)amino)ethyl)propionamide